2-(4-(benzyloxy)-7-methyl-1H-indol-3-yl)-N-isopropyl-N-methyl-2-oxoacetamide C(C1=CC=CC=C1)OC1=C2C(=CNC2=C(C=C1)C)C(C(=O)N(C)C(C)C)=O